N,9-diphenyl-N-[4-(10-phenyl-9-anthracenyl)phenyl]-9H-carbazol-3-amine C1(=CC=CC=C1)N(C=1C=CC=2N(C3=CC=CC=C3C2C1)C1=CC=CC=C1)C1=CC=C(C=C1)C=1C2=CC=CC=C2C(=C2C=CC=CC12)C1=CC=CC=C1